[1-[1-[(1R,2R)-2-[(3,3-dimethylchroman-4-yl)carbamoyl]cyclopropyl]-3-methoxy-propyl]-4,4-diethyl-6-oxo-hexahydropyrimidin-2-ylidene]ammonium CC1(COC2=CC=CC=C2C1NC(=O)[C@H]1[C@@H](C1)C(CCOC)N1C(NC(CC1=O)(CC)CC)=[NH2+])C